(2E)-3,7-dimethyl-2,6-octadien-1-yl formate C(=O)OC\C=C(\CCC=C(C)C)/C